FC1=C(C(=CC=C1)F)[C@H]1CC[C@H](CC1)OCC1=NC=CC=C1NS(=O)(=O)C N-(2-(((cis-4-(2,6-difluorophenyl)cyclohexyl)oxy)methyl)pyridin-3-yl)methanesulfonamide